C(C)N(C#N)CC=1OC(=NN1)C=1C(=NC=CC1)NC1=CC=C(C=C1)C(F)(F)F ethyl-[[5-[2-[4-(trifluoromethyl)anilino]-3-pyridinyl]-1,3,4-oxadiazol-2-yl]methyl]cyanamide